ClC=1C(=NC(=NC1)NC1=C(C=C(C(=C1)CC)N1CCC(CC1)N1CCOCC1)OC)NC1=C(C=C(C(=C1)C)C)P(C)(C)=O (2-((5-chloro-2-((5-ethyl-2-methoxy-4-(4-morpholinopiperidin-1-yl)phenyl)amino)pyrimidin-4-yl)amino)-4,5-dimethylphenyl)dimethylphosphine oxide